C(C)(C)(C)OC(NC1(CC(C1)OC1=C(C=C(C=C1)F)[C@H](C)N)C)=O ((1S,3s)-3-(2-((R)-1-aminoethyl)-4-fluorophenoxy)-1-methylcyclobutyl)carbamic acid tert-butyl ester